C(#N)C(C(=O)N)C(CC1=C(C=CC=C1SCC)N1CC2=CC=C(C=C2CC1)F)(C)C 2-cyano-6-(ethylthio)-4-(6-fluoro-3,4-dihydroisoquinolin-2(1H)-ylphenyl)-3,3-dimethyl-butyramide